(1-(2-chloro-5-iodopyridin-4-yl)piperidin-3-yl)-N,N-dimethylethan-1-amine ClC1=NC=C(C(=C1)N1CC(CCC1)C(C)N(C)C)I